FC1(C[C@H](N(C1)C(=O)OC(C)(C)C)C=C)F tert-butyl (S)-4,4-difluoro-2-vinylpyrrolidine-1-carboxylate